CN(C)CC1(CC1)COC1=NC2=C(C(=C(C=C2C(=N1)N1CC2(CNCN2)CCC1)F)C1=CC(=CC2=CC=C(C(=C12)CC)F)O)F 7-(2-((1-((dimethylamino)methyl)cyclopropyl)methoxy)-7-(8-ethyl-7-fluoro-3-hydroxynaphthalen-1-yl)-6,8-difluoroquinazolin-4-yl)-1,3,7-triazaspiro[4.5]decan